1-methyl-6-[4-(2-tetrahydropyran-4-yloxyethoxy)phenoxy]indazole-5-carboxamide CN1N=CC2=CC(=C(C=C12)OC1=CC=C(C=C1)OCCOC1CCOCC1)C(=O)N